6-(7-((1-(2,4-difluorophenyl)cyclopropyl)glycyl)-3-oxa-7,9-diazabicyclo[3.3.1]nonan-9-yl)nicotinonitrile FC1=C(C=CC(=C1)F)C1(CC1)NCC(=O)N1CC2COCC(C1)N2C2=NC=C(C#N)C=C2